para-hydroxyphenyl-butanone OC1=CC=C(C=C1)CC(CC)=O